1-cyclopropyl-6-fluoro-7-(4-(2-(4-((7-fluoroisatin-1-yl)methyl)-1h-1,2,3-triazol-1-yl)acetyl)-3-methylpiperazin-1-yl)-8-methoxy-4-oxo-1,4-dihydroquinoline-3-carboxylic acid C1(CC1)N1C=C(C(C2=CC(=C(C(=C12)OC)N1CC(N(CC1)C(CN1N=NC(=C1)CN1C(=O)C(=O)C2=CC=CC(=C12)F)=O)C)F)=O)C(=O)O